bis(biphenyl) nickel [Ni].C1(=CC=CC=C1)C1=CC=CC=C1.C1(=CC=CC=C1)C1=CC=CC=C1